The molecule is a glycosyloxyflavone that is 3',5'-di-O-methyltricetin (tricin) in which the phenolic hydrogen at position 7 has been replaced by a beta-D-glucopyranosyl group. It has a role as a plant metabolite, a radical scavenger and a xenobiotic metabolite. It is a beta-D-glucoside, a dihydroxyflavone, a dimethoxyflavone, a glycosyloxyflavone, a monosaccharide derivative and a polyphenol. It derives from a 3',5'-di-O-methyltricetin. COC1=CC(=CC(=C1O)OC)C2=CC(=O)C3=C(C=C(C=C3O2)O[C@H]4[C@@H]([C@H]([C@@H]([C@H](O4)CO)O)O)O)O